C(C)(C)C1=C(C=CC=C1)C=1N=C(C2=C(N1)C=CO2)NCC2=CC=C(C=C2)C=2N(C=C(N2)C(F)(F)F)C 2-(2-Isopropylphenyl)-N-(4-(1-methyl-4-(trifluoromethyl)-1H-imidazol-2-yl)benzyl)furo[3,2-d]pyrimidin-4-amine